1-(9H-fluoren-9-yl)-3-oxo-2,7,10,13,16,19-hexaoxa-4-azadocosane-22-oic acid C1=CC=CC=2C3=CC=CC=C3C(C12)COC(NCCOCCOCCOCCOCCOCCC(=O)O)=O